5-(2-benzothienyl)pyrazoline tert-butyl-3-acetyl-4-oxopiperidine-1-carboxylate C(C)(C)(C)OC(=O)N1CC(C(CC1)=O)C(C)=O.S1C(=CC2=C1C=CC=C2)C2C=CNN2